(1S,2S)-2-(N,N-dimethylamino)-3-trityloxy-1-(p-nitrophenyl)-propan-1-ol CN(C)[C@H]([C@@H](O)C1=CC=C(C=C1)[N+](=O)[O-])COC(C1=CC=CC=C1)(C1=CC=CC=C1)C1=CC=CC=C1